C[C@H]1N[C@H](COC1)C1=NC=C(C=C1)C(F)(F)F (3R,5S)-3-methyl-5-(5-(trifluoromethyl)pyridin-2-yl)morpholine